7-Fluoro-5-(o-Tolyl)Imidazolo[1,2-a]Quinoxaline-4(5H)-on FC=1C=C2N(C(C=3N(C2=CC1)C=CN3)=O)C3=C(C=CC=C3)C